4-allyl-5-bromo-2-cyano-3-hydroxyphenyl-pivalamide C(C=C)C1=C(C(=C(C=C1Br)CC(C(=O)N)(C)C)C#N)O